(5-(1-((1R,5S,6r)-bicyclo[3.1.0]hexan-6-yl)-6-tosyl-1,6-dihydroimidazo[4,5-d]pyrrolo[2,3-b]pyridin-2-yl)furan-2-yl)methanol [C@H]12CCC[C@@H]2C1N1C(=NC=2C1=C1C(=NC2)N(C=C1)S(=O)(=O)C1=CC=C(C)C=C1)C1=CC=C(O1)CO